N1(CCNCC1)C=1N=C2SC3=C(N2C1)C=CC(=C3)C(=O)N 2-(piperazin-1-yl)benzo[d]imidazo[2,1-b]thiazole-7-carboxamide